8-methoxy-2-(1-naphthyl)naphtho[2,1-d]Oxazole COC1=CC=C2C=CC=3N=C(OC3C2=C1)C1=CC=CC2=CC=CC=C12